CN(CC(=O)N1CC(C1)N1N=CC2=C1N(C(C=1C=C(C=CC21)C)=O)C)C 3-(1-(dimethylglycyl)azetidin-3-yl)-4,7-dimethyl-3,4-dihydro-5H-pyrazolo[3,4-c]isoquinolin-5-one